N(=[N+]=[N-])C[C@H]1[C@H]([C@H](N1C[C@@H]1OC(O[C@H]1CO)(C)C)CN1C(C2=CC=CC=C2C1=O)=O)C1=CC=C(C=C1)Br |&1:13| 2-(((2S,3S,4R)-4-(azidomethyl)-3-(4-bromophenyl)-1-(((4S,SR)-5-(hydroxymethyl)-2,2-dimethyl-1,3-dioxolan-4-yl)methyl)azetidin-2-yl)methyl)isoindoline-1,3-dione